(S)-2-((R)-3-methylmorpholin-4-yl)-7-((R)-1-phenylethyl)-6,7-dihydro-5H-pyrazolo[1,5-a]pyrazin-4-one C[C@H]1N(CCOC1)C1=NN2C(C(NC[C@@H]2[C@H](C)C2=CC=CC=C2)=O)=C1